N-[(2,3-dimethoxyphenyl)methyl]-1-[2-(1-piperidyl)-4-pyridyl]methanamine COC1=C(C=CC=C1OC)CNCC1=CC(=NC=C1)N1CCCCC1